C(\C=C\CCCCCC)O (E)-non-2-en-1-ol